ClC(=O)N1C2CN(CC1C2)C(=O)OC(C)(C)C tert-Butyl 6-(chlorocarbonyl)-3,6-diazabicyclo[3.1.1]heptane-3-carboxylate